nickel-scandium [Sc].[Ni]